1-(5-(3-(4-chlorophenoxy)benzyl)octahydro-pyrrolo[3,4-c]pyrrole-2-carbonyl)-4-(trifluoromethyl)-1H-pyrazole-3-carboxylic acid ClC1=CC=C(OC=2C=C(CN3CC4C(C3)CN(C4)C(=O)N4N=C(C(=C4)C(F)(F)F)C(=O)O)C=CC2)C=C1